O1CC(C1)N1N=CC=2CC3(CCN(CC3)C(=O)OC(C)(C)C)CC(C12)=O tert-Butyl 1-(oxetan-3-yl)-7-oxo-1,4,6,7-tetrahydrospiro[indazole-5,4'-piperidine]-1'-carboxylate